cyclopropyl 3-(2-chlorophenyl)-5-{1-[(1S,3R)-3-hydroxy-3-methylcyclobutyl]-5-(trifluoromethyl)-1H-pyrazol-4-yl}-1,2-oxazole-4-carboxylate ClC1=C(C=CC=C1)C1=NOC(=C1C(=O)OC1CC1)C=1C=NN(C1C(F)(F)F)C1CC(C1)(C)O